2,5-difluoro-4-iodo-benzonitrile FC1=C(C#N)C=C(C(=C1)I)F